C(C)(C)C=1C=C(C(NN1)=O)C(F)(F)F 6-isopropyl-4-(trifluoromethyl)pyridazine-3(2H)-one